ClC=1SC2=C(N1)C(=CC=C2F)F 2-chloro-4,7-difluorobenzo(d)thiazole